(S)-3-(1-(4-Amino-3-(5-hydroxypyridin-3-yl)-1H-pyrazolo[3,4-d]pyrimidin-1-yl)ethyl)-4-(3-((4-methylpiperazin-1-yl)methyl)phenyl)-1H-isochromen-1-on Mesylat S(C)(=O)(=O)O.NC1=C2C(=NC=N1)N(N=C2C=2C=NC=C(C2)O)[C@@H](C)C=2OC(C1=CC=CC=C1C2C2=CC(=CC=C2)CN2CCN(CC2)C)=O